N1N=NC2=C1C=CC(=C2)CN2C(C1=C(C=CC=C1C2CC2=C(C=NN2C)Cl)F)=O 2-((1H-benzo[d][1,2,3]triazol-5-yl)methyl)-3-((4-chloro-1-methyl-1H-pyrazol-5-yl)methyl)-7-fluoroisoindolin-1-one